C(C1=CC(O)=C(O)C(O)=C1)(=O)OC(C)C iso-propyl gallate